COC1=NC=C(C=N1)C1CCN(CC1)C(=O)OC(C)(C)C tert-butyl 4-(2-methoxypyrimidin-5-yl)piperidine-1-carboxylate